1-(2-(3-oxo-3-(4-(5-(trifluoromethyl)pyrimidin-2-yl)piperazin-1-yl)propoxy)ethyl)-3-(trifluoromethyl)-5-((2-(trimethylsilyl)ethoxy)methyl)-1,5-dihydro-4H-pyrrolo[2,3-d]pyridazin-4-one O=C(CCOCCN1C=C(C2=C1C=NN(C2=O)COCC[Si](C)(C)C)C(F)(F)F)N2CCN(CC2)C2=NC=C(C=N2)C(F)(F)F